P1(OBO1)(O)=O boranophosphoric acid